C(C)(C)(C)OC(=O)N1CC(C1)(CC#N)C1=CC(=C(C=C1)Cl)C 3-(4-chloro-3-methylphenyl)-3-(cyanomethyl)azetidine-1-carboxylic acid tert-butyl ester